bis-(2-ethylhexyl oxyethyl) terephthalate C(C1=CC=C(C(=O)OCCOCC(CCCC)CC)C=C1)(=O)OCCOCC(CCCC)CC